COC1=CC=C(COC2=NC3=CC=C(C=C3C=C2)C(=O)[O-])C=C1 [(4-methoxybenzyl)oxy]quinoline-6-carboxylate